(6-bromo-2,3,4-trihydroxyphenyl)(p-tolyl)methanone (1S,3R)-3-(3-{[(2-methoxypyridin-4-yl)acetyl]amino}-1H-pyrazol-5-yl)cyclopentyl(cis-4-hydroxycyclohexyl)carbamate COC1=NC=CC(=C1)CC(=O)NC1=NNC(=C1)[C@H]1C[C@H](CC1)N(C(O)=O)[C@@H]1CC[C@@H](CC1)O.BrC1=CC(=C(C(=C1C(=O)C1=CC=C(C=C1)C)O)O)O